4-[5-(aminomethyl)pyrimidin-2-yl]-3-[5-[2,2-difluoroethyl(ethyl)amino]-2-methylpyrazole-3-carbonyl]benzonitrile NCC=1C=NC(=NC1)C1=C(C=C(C#N)C=C1)C(=O)C=1N(N=C(C1)N(CC)CC(F)F)C